4-(4-((((1R,2S)-2-(4-fluoro-phenyl)cyclopropyl)amino)methyl)-6-(4-(methyl-sulfonyl)piperazin-1-yl)pyrimidin-2-yl)benzonitrile FC1=CC=C(C=C1)[C@H]1[C@@H](C1)NCC1=NC(=NC(=C1)N1CCN(CC1)S(=O)(=O)C)C1=CC=C(C#N)C=C1